C(=CC)C1=C(C(=C(C(=C1O)C=CC)C=CC)C(C)(C)C1=CC=C(C=C1)O)C=CC tetrapropenyl-Bisphenol A